[N+](=O)([O-])C1=C(C=CC(=C1)C(F)(F)F)N1CCN(CCC1)C(=O)OC(C)(C)C tert-Butyl 4-(2-nitro-4-(trifluoromethyl)phenyl)-1,4-diazepane-1-carboxylate